[Cl-].[Cl-].[Hf+4] hafnium(IV) dichloride